2-allyl-1-(6-(2-hydroxy-prop-2-yl)pyridin-2-yl)-6-((2-(oxetan-3-yl)-1,2,3,4-tetrahydroisoquinolin-6-yl)amino)-1,2-dihydro-3H-pyrazolo[3,4-d]Pyrimidin-3-one C(C=C)N1N(C2=NC(=NC=C2C1=O)NC=1C=C2CCN(CC2=CC1)C1COC1)C1=NC(=CC=C1)C(C)(C)O